ClC1=C2C(=NC=C1)NN=C2 4-chloro-1H-pyrazolo[3,4-b]Pyridine